COC(C1=C(C=C(C(=C1)F)Cl)NC1=C(C=C(C=C1)F)C(C)=O)=O.C(C=C)SC allyl(methyl)sulfane Methyl-2-((2-acetyl-4-fluorophenyl)amino)-4-chloro-5-fluorobenzoate